FC(C1(CC1)C(=O)N1CCCCC1)(F)F 1-(1-(trifluoromethyl)cyclopropane-1-carbonyl)piperidin